ClC1=CC=C(C(=O)N2C(=N[N-]C2=S)C2=NC3=CC=CC=C3C=C2)C=C1.[Na+] Sodium 4-(4-chlorobenzoyl)-3-(quinolin-2-yl)-5-thioxo-4,5-dihydro-1,2,4-triazol-1-ide